N1(C=NC=C1)C=1C=C2C(=C(N1)C(=O)O)SC=C2 5-(imidazol-1-yl)thieno[2,3-c]pyridine-7-carboxylic acid